[Se](=O)(OC1=C(C=CC=C1)C(F)(F)F)[O-] (trifluoromethylphenyl) Selenite